cis-3-hexenyl butyrate (Z)-hex-3-en-1-yl-butyrate C(C\C=C/CC)OC(CCC)=O.C(CCC)(=O)OCC\C=C/CC